2-(5-(3,5-dichloro-4-fluorophenyl)-5-(trifluoromethyl)-4,5-dihydroisoxazol-3-yl)-N-((tetrahydro-2H-pyran-2-yl)methyl)-2,3-dihydro-1H-pyrrolo[3,4-c]pyridine-6-carboxamide ClC=1C=C(C=C(C1F)Cl)C1(CC(=NO1)N1CC=2C=NC(=CC2C1)C(=O)NCC1OCCCC1)C(F)(F)F